(1S,3S)-N-((4-(3-cyclopropyl-1,2,4-oxadiazol-5-yl)bicyclo[2.2.2]octan-1-yl)methyl)-3-hydroxy-N-(3-methoxyphenyl)-3-(trifluoromethyl)cyclobutane-1-carboxamide C1(CC1)C1=NOC(=N1)C12CCC(CC1)(CC2)CN(C(=O)C2CC(C2)(C(F)(F)F)O)C2=CC(=CC=C2)OC